C(C)(=O)OCC1=CC=CC=C1 benzyl acetat